C(C)(=O)NC=1C(=CC(=C(C1)NC([C@H](C(C1CC1)C1CC1)NC(=O)C1=CC=NN1C(C)C)=O)F)C(C(NCC(F)(F)F)=O)C N-((2S)-1-((5-acetamido-2-fluoro-4-(1-oxo-1-((2,2,2-trifluoroethyl)amino)propan-2-yl)phenyl)amino)-3,3-dicyclopropyl-1-oxopropan-2-yl)-1-isopropyl-1H-pyrazole-5-carboxamide